CN[C@H](CC(=O)O)C(=O)O.FC(C(C(C(C(F)(F)[Si](OC)(OC)OC)(F)F)(F)F)(F)F)(CCC(F)(F)F)F tridecafluorooctyl-trimethoxysilane N-methyl-D-aspartate